4-methyl-nonane CC(CCC)CCCCC